4-(tert-butoxycarbonyl)-3-(4-(trifluoromethyl)phenyl)-4,5,6,7-tetrahydropyrazolo[1,5-a]pyrimidine-6-carboxylic acid C(C)(C)(C)OC(=O)N1C=2N(CC(C1)C(=O)O)N=CC2C2=CC=C(C=C2)C(F)(F)F